3-[[2-(Difluoromethoxy)-5-[3-(difluoromethyl)-4-fluoro-phenyl]-3-pyridyl]methyl]oxazolidin-2-one FC(OC1=NC=C(C=C1CN1C(OCC1)=O)C1=CC(=C(C=C1)F)C(F)F)F